racemic-6-[8-fluoro-5-(4-fluorophenyl)-6-tetrahydropyran-4-yl-1H-pyrrolo[2,3-f]indazol-7-yl]spiro[3.3]heptane-2-carboxylic acid FC=1C2=C(C=C3C=NNC13)N(C(=C2C2CC1(CC(C1)C(=O)O)C2)C2CCOCC2)C2=CC=C(C=C2)F